C(C)(C)(C)NS(=O)(=O)C1=CC(=CC=C1)C=1N=NN(C1)C1=C(C=C(C(=C1)F)NS(=O)(=O)CC)N1CCC2(CC2)CC1 N-(tert-butyl)-3-(1-(4-(ethylsulfonamido)-5-fluoro-2-(6-azaspiro[2.5]octan-6-yl)phenyl)-1H-1,2,3-triazol-4-yl)benzenesulfonamide